NC=1C=CC(=C(C(=O)O)C1)C 5-amino-2-methylbenzoic acid